C(C)C1(C(CCCC1)N)N ethyl-1,2-cyclohexanediamine